2,2'-dinaphthylether C1=CC=C2C=C(C=CC2=C1)OC3=CC4=CC=CC=C4C=C3